ClC1=CC=C2C(=N1)N=C(O2)N2CCNCC2 (5-chloro-[1,3]oxazolo[4,5-b]pyridin-2-yl)piperazin